N[C@@H]1C[C@H](CC1)NC1=NC=C2C=C(N=C(C2=C1)NC(C)C)C#N 7-(((1S,3S)-3-aminocyclopentyl)amino)-1-(isopropylamino)-2,6-naphthyridine-3-carbonitrile